1-(1-(cubane-1-carbonyl)-4-methylpiperidin-4-yl)-1H-pyrazol C12(C3C4C5C3C1C5C24)C(=O)N2CCC(CC2)(C)N2N=CC=C2